ClC=1C=C2C(=CN1)N(C=C2C(C(C)O)C2=CC=CC=C2)C (5-chloro-1-methylpyrrolo[2,3-c]pyridin-3-yl)-1-phenyl-2-propanol